OC12C(N=C(N=C1NCC(CNC1=CC=C(C(N[C@@H](CCC(=O)[O-])C(=O)O)=O)C=C1)N2C)N)=O 4a-hydroxy-5-methyl-5,6,7,8-tetrahydrofolate